2-[4-[9-(4,6-diphenyl-1,3,5-triazin-2-yl)dibenzofuran-2-yl]phenyl]-4,6-diphenyl-1,3,5-triazine C1(=CC=CC=C1)C1=NC(=NC(=N1)C1=CC=CC=C1)C1=CC=CC2=C1C1=C(O2)C=CC(=C1)C1=CC=C(C=C1)C1=NC(=NC(=N1)C1=CC=CC=C1)C1=CC=CC=C1